FC(S(=O)(=O)OC1=C(C=C(C=C1)OC)C1=C(C=CC2=CC=CC=C12)N(C)C)(F)F (-)-2-(2-(Dimethylamino)naphthalen-1-yl)-4-methoxyphenyl trifluoromethanesulfonate